ClC=1C=CC(=C(C(=O)O)C1)CN1N=C(C2=C(C1=O)CN(CC2)CC2=CC(=CC(=C2)F)F)C 5-Chloro-2-((6-(3,5-difluorobenzyl)-1-methyl-4-oxo-5,6,7,8-tetrahydropyrido[3,4-d]pyridazin-3(4H)-yl)methyl)benzoic acid